trans-8-((4-((cyclopropylmethyl)(3-methoxyphenyl)amino)cyclohexyl)(methyl)amino)-5-methyl-6-oxo-5,6-dihydro-1,5-naphthyridine-2-carbonitrile C1(CC1)CN([C@@H]1CC[C@H](CC1)N(C1=CC(N(C=2C=CC(=NC12)C#N)C)=O)C)C1=CC(=CC=C1)OC